N1N=CC(=C1)C1=NNC2=CC(=CC=C12)NC=1C=C(C=CC1)NC(=O)NC1=CC(=NN1C1=CC(=CC=C1)F)C(C)(C)C (3-((3-(1H-pyrazol-4-yl)-1H-indazol-6-yl)amino)phenyl)-3-(3-(tert-butyl)-1-(3-fluorophenyl)-1H-pyrazol-5-yl)urea